(1s,4s)-4-(8-(3-chlorophenylamino)-2-(cyclopentylamino)-9H-purin-9-yl)cyclohexanecarboxamide ClC=1C=C(C=CC1)NC=1N(C2=NC(=NC=C2N1)NC1CCCC1)C1CCC(CC1)C(=O)N